CC1=C(N2C(CC2SC1)=O)C(=O)O methyl-8-oxo-5-thia-1-azabicyclo[4.2.0]oct-ene-2-carboxylic acid